C1(CC1)C1=CC2=C(C(=NN(C2=O)CC(=O)NC=2C=CC=3N(C2)C=NN3)C(C)C)O1 [2-Cyclopropyl-4-oxo-7-(propan-2-yl)-4H,5H-furo[2,3-d]pyridazin-5-yl]-N-{[1,2,4]triazolo[4,3-a]pyridin-6-yl}acetamide